4-(4-diethylamino-1-methylbutylamino)quinoline (1S,3S,4S)-4-amino-3-hydroxycyclohexyl-methylcarbamate N[C@@H]1[C@H](C[C@H](CC1)N(C(O)=O)C)O.C(C)N(CCCC(C)NC1=CC=NC2=CC=CC=C12)CC